N1(N=CC=2C1=NC=NC2)C2=NC=C(C(=C2)N[C@@H](C#N)C)N2N=NC(=C2)C2CCC(CC2)CCOC2OCCCC2 (2R)-2-((2-(1H-pyrazolo[3,4-d]pyrimidin-1-yl)-5-(4-((1r,4R)-4-(2-((tetrahydro-2H-pyran-2-yl)oxy)ethyl)cyclohexyl)-1H-1,2,3-triazol-1-yl)pyridin-4-yl)amino)propanenitrile